NC1=C2C(=NN1CC(=O)N1C[C@@]3(CCC1)C1=C(NC(O3)=O)C=CC(=C1F)Cl)C1=CC=CC=C1C2 (R)-1'-(2-(3-Aminoindeno[1,2-c]pyrazol-2(4H)-yl)acetyl)-6-chloro-5-fluorospiro[benzo[d][1,3]oxazine-4,3'-piperidin]-2(1H)-one